BrC=1C=C2C=NN(C2=CC1)C1CCN(CC1)C1CCOCC1 5-bromo-1-(1-(tetrahydro-2H-pyran-4-yl)piperidin-4-yl)-1H-indazole